NC(C)(C)C1=CN=CC(=N1)NS(=O)(=O)C1CC1 N-(6-(2-Aminopropan-2-yl)pyrazin-2-yl)cyclopropanesulfonamide